N1C=NC=2CN(CCC21)C(=O)N 1H,4H,5H,6H,7H-imidazo[4,5-c]pyridine-5-carboxamide